BrC1=CC2=C(C(=N1)Cl)N(C=N2)C(C)C 6-bromo-3-isopropyl-4-chloro-3H-imidazo[4,5-c]pyridine